C(C)(C)(C)OC(=O)NCCC=1C=C(C=CC1)C=1C=C2C=C(C(=NC2=CC1)N1CCN(CC1)C(=O)OC(C)(C)C)Cl tert-butyl 4-[6-[3-[2-(tert-butoxycarbonylamino)ethyl]phenyl]-3-chloro-2-quinolyl]piperazine-1-carboxylate